Cyclopropyl chloride C1(CC1)Cl